2-((Dipropylamino)methyl)-4-nitrophenol C(CC)N(CCC)CC1=C(C=CC(=C1)[N+](=O)[O-])O